CN1C=NC2=C1C=C(C=C2)C(C)=O 1-(1-methyl-1H-1,3-benzodiazol-6-yl)ethan-1-one